5-((tert-butoxycarbonyl)amino)-1-methyl-1H-pyrazole-3-carboxylic acid C(C)(C)(C)OC(=O)NC1=CC(=NN1C)C(=O)O